Cl.COC([C@@H](CCC1=NC(=NO1)C1=CC=CC=C1)N)=O.ClC1=C(N)C(=CC(=C1)OC(F)(F)F)Cl 2,6-dichloro-4-(trifluoromethoxy)aniline Methyl-(R)-2-amino-4-(3-phenyl-1,2,4-oxadiazol-5-yl)butanoate HCl salt